C12CNCC(N1C1=NC=CC=N1)C2 2-(3,6-diazabicyclo[3.1.1]hept-6-yl)pyrimidin